manganese nitrate, dihydrate O.O.[N+](=O)([O-])[O-].[Mn+2].[N+](=O)([O-])[O-]